NC(CC(=O)O)C=1C=NC(=CC1)C(F)(F)F 3-amino-3-(6-trifluoromethylpyridin-3-yl)propionic acid